C(C)(=O)NC(C(C)N1C(C2=CC=CC(=C2C1=O)[N+](=O)[O-])=O)=O N-acetyl-2-(4-nitro-1,3-dioxoisoindolin-2-yl)propanamide